ClC1=C(C=O)C=C(C(=C1)F)C1=NC=C(C=C1Cl)F 2-chloro-5-(3-chloro-5-fluoro-2-pyridinyl)-4-fluoro-benzaldehyde